7-(((2S,5R)-5-aminotetrahydro-2H-pyran-2-yl)methyl)-2,7-diazaspiro[3.5]nonan N[C@@H]1CC[C@H](OC1)CN1CCC2(CNC2)CC1